Cl.C1=C(C=CC2=CC=CC=C12)CC1(CCNCC1)C#N 4-(naphthalen-2-ylmethyl)piperidine-4-carbonitrile hydrochloride